4-[3-(pyridin-2-yl)-1,2,4-oxadiazol-5-yl]aniline N1=C(C=CC=C1)C1=NOC(=N1)C1=CC=C(N)C=C1